1,3-di(hexadecyl)imidazole bromide salt [Br-].C(CCCCCCCCCCCCCCC)N1CN(C=C1)CCCCCCCCCCCCCCCC